4-((2-(1H-pyrazol-4-yl)ethyl)amino)-5,6-dimethyl-N-(3-phenylcyclobutyl)pyrimidine-2-carboxamide N1N=CC(=C1)CCNC1=NC(=NC(=C1C)C)C(=O)NC1CC(C1)C1=CC=CC=C1